2-(piperidin-3-yl)-5-(2-(trifluoromethyl)phenyl)-1,3,4-thiadiazole hydrochloride salt Cl.N1CC(CCC1)C=1SC(=NN1)C1=C(C=CC=C1)C(F)(F)F